C(C)(=O)N1CCN(CC1)C1=CC=C(C=C1)NC(=O)C=1N=C(NC1)C=1N(C=NC1C1=CC=C(C=C1)F)C(C)C N-(4-(4-acetylpiperazin-1-yl)phenyl)-5'-(4-fluorophenyl)-3'-isopropyl-1H,3'H-[2,4'-biimidazole]-4-carboxamide